2-Chloro-3-(trifluoromethoxy)pyridine ClC1=NC=CC=C1OC(F)(F)F